(R)-8-methyl-N-(pyrrolidin-3-yl)quinolin-6-amine hydrochloride Cl.CC=1C=C(C=C2C=CC=NC12)N[C@H]1CNCC1